CC(=CCO)CC=CC(CCC=C(C)C)C 3,7,11-trimethyldodecane-2,5,10-trienol